(1S,3S)-methyl 3-((2-cyclobutyl-6-(5-(hydroxymethyl)-1-methyl-1H-1,2,3-triazol-4-yl)pyridin-3-yl)oxy)cyclohexane-1-carboxylate C1(CCC1)C1=NC(=CC=C1O[C@@H]1C[C@H](CCC1)C(=O)OC)C=1N=NN(C1CO)C